COC=1C=C(C=CC1OC)C1=CC=C(C=C1)N1C2=CC=C(C=C2C=2C=C(C=CC12)C1=CC(=C(C=C1)OC)OC)C1=CC(=C(C=C1)OC)OC 9-(3',4'-dimethoxy-[1,1'-biphenyl]-4-yl)-3,6-bis(3,4-dimethoxyphenyl)-9H-carbazole